N-[1-(4-{5-[chloro(difluoro)methyl]-1,2,4-oxadiazol-3-yl}benzyl)-1H-1,2,4-triazol-3-yl]-N-(cyclopropylcarbonyl)cyclopropanecarboxamide ClC(C1=NC(=NO1)C1=CC=C(CN2N=C(N=C2)N(C(=O)C2CC2)C(=O)C2CC2)C=C1)(F)F